5-(2-oxo-6-azaspiro[3.3]heptane-6-yl)pyrazolo[1,5-a]pyrimidine-3-carboxylic acid ethyl ester C(C)OC(=O)C=1C=NN2C1N=C(C=C2)N2CC1(CC(C1)=O)C2